The molecule is a derivative of biuret having three 6-isocyanatohexyl groups at the 1-, 3- and 5-positions. It derives from a biuret. C(CCCN=C=O)CCNC(=O)N(CCCCCCN=C=O)C(=O)NCCCCCCN=C=O